[(5-Bromo-1-methyl-1H-imidazol-2-yl)methyl]dimethylamine BrC1=CN=C(N1C)CN(C)C